1-(3-bromophenyl)-1-phenylmethanamine BrC=1C=C(C=CC1)C(N)C1=CC=CC=C1